N(=[N+]=[N-])CCOCCOCCOCCOCC(=O)O 14-azido-3,6,9,12-tetraoxatetradecanoic acid